NC1=C2C(N(C(C2=CC=C1)=O)C(C(=O)NCC)C)=O 2-(4-amino-1,3-dioxoisoindolin-2-yl)-N-ethylpropanamide